Cesium helium [He].[Cs]